COC(=O)C1=CN(C2=NC=C(C=C21)F)C 5-fluoro-1-methyl-1H-pyrrolo[2,3-b]pyridine-3-carboxylic acid methyl ester